N-(5-amino-2,4-difluorobenzyl)-6'-fluoro-4'-oxo-3',4'-dihydro-1'H-spiro[piperidine-4,2'-quinoline]-1-carboxamide NC=1C(=CC(=C(CNC(=O)N2CCC3(NC4=CC=C(C=C4C(C3)=O)F)CC2)C1)F)F